FC1(CC(\C(\CC1)=N/NS(=O)(=O)C1=CC=C(C=C1)C)C)F N-[(Z)-(4,4-difluoro-2-methyl-cyclohexylidene)amino]-4-methyl-benzenesulfonamide